C1=C2C3=CC=4OC5=C(C4C=C3C=CC2=CC=C1)C=CC=C5C=O phenanthro[3,2-b]benzofuran-11-carbaldehyde